CCCC1=CC(=O)NC(=S)N1 The molecule is a pyrimidinethione consisting of uracil in which the 2-oxo group is substituted by a thio group and the hydrogen at position 6 is substituted by a propyl group. It has a role as an antithyroid drug, a carcinogenic agent, an antimetabolite, a hormone antagonist, an EC 1.14.13.39 (nitric oxide synthase) inhibitor, an antioxidant and an antidote to paracetamol poisoning. It derives from a uracil.